N1=C(C=CC=C1)CNCC1=NC=CC=C1 dipicolyl-amine